C(C1=CC=CC=C1)[C@@H]1CN=C(OC1)NC1=CC(=C(OC2=C3C(=NC=C2)N(C=C3C=3C=CC(=C(C#N)C3)OC(C)C)COCC[Si](C)(C)C)C(=C1)F)F |r| (+/-)-5-[4-(4-{[5-benzyl-5,6-dihydro-4H-1,3-oxazin-2-yl]amino}-2,6-difluorophenoxy)-1-{[2-(trimethylsilyl)ethoxy]methyl}-1H-pyrrolo[2,3-b]pyridin-3-yl]-2-[(propan-2-yl)oxy]benzonitrile